methyl (2S)-2-amino-4-oxo-4-[4-[5-(trifluoromethyl)pyrimidin-2-yl]piperazin-1-yl]butanoate N[C@H](C(=O)OC)CC(N1CCN(CC1)C1=NC=C(C=N1)C(F)(F)F)=O